ClC=1C(=CC2=C(N(C(=N2)C2=CC=C(C=C2)F)C(C(=O)NC2CCCCC2)C2CCCCC2)C1)F 2-[6-chloro-5-fluoro-2-(4-fluoro-phenyl)-benzimidazol-1-yl]-2,N-dicyclohexyl-acetamide